dodecyldihydroxyethylamine oxide C(CCCCCCCCCCC)[NH+](CC(O)O)[O-]